COC1=C(C=CC=C1)C1=CC(OC2=CC(=CC=C12)NC(C(C)C)=O)=O N-(4-(2-methoxyphenyl)-2-oxo-2H-chromen-7-yl)isobutyramide